CN(C([C@H](C)C1CCOCC1)=O)C1=CC2=C(NC(=N2)C2=NNC=3C[C@@]4([C@H](CC23)C4)C)C=C1C (R)-N-methyl-N-(6-methyl-2-((4aS,5aR)-5a-methyl-1,4,4a,5,5a,6-hexahydrocyclopropa[f]indazol-3-yl)-1H-benzo[d]imidazol-5-yl)-2-(tetrahydro-2H-pyran-4-yl)propanamide